5-(1-cyclopropyl-2-methyl-1H-imidazo[4,5-b]pyridin-6-yl)-4-(3,3-dimethylazetidin-1-yl)-N-(1-methyl-1H-pyrazol-4-yl)pyrrolo[1,2,4]triazin-2-amine C1(CC1)N1C(=NC2=NC=C(C=C21)N2C=CC1=C2N(CN(N1)NC=1C=NN(C1)C)N1CC(C1)(C)C)C